6-Bromo-5-(methoxymethoxy)-3-methylbenzo[d]oxazol-2(3H)-one BrC1=CC2=C(N(C(O2)=O)C)C=C1OCOC